[Na].[SiH3]O[SiH2]O[SiH2]O[SiH3] tetrasiloxane sodium